CC(C(=O)O)(CCCCC)CC 2-methyl-2-ethyl-heptanoic acid